NC1CN(CCC1)C(=O)C=1C=CC=2N(C1)N=CC2C 6-(3-aminopiperidine-1-carbonyl)-3-methylpyrazolo[1,5-a]pyridin